methyl 2-(4-(benzyloxy)-6-chloropyridin-2-yl)-5-cyanobenzoate C(C1=CC=CC=C1)OC1=CC(=NC(=C1)Cl)C1=C(C(=O)OC)C=C(C=C1)C#N